FC=1C=C(C=CC1F)[C@@H](CC[N+](=O)[O-])O (R)-1-(3,4-difluorophenyl)-3-nitropropane-1-ol